IC1=CC=C(C=C1)C1(CC1)C 1-iodo-4-(1-methylcyclopropyl)benzene